5-tert.butyl-isophthalic acid C(C)(C)(C)C=1C=C(C=C(C(=O)O)C1)C(=O)O